ClC=1C(=C(C=CC1)NC1=NC=NC2=CC(=C(C=C12)OC(C)C=1C=NN(C1)C(F)F)OC)F N-(3-chloro-2-fluorophenyl)-6-(1-(1-(difluoromethyl)-1H-pyrazol-4-yl)ethoxy)-7-methoxyquinazolin-4-amine